ClC=1C=NC=C(C1[C@@H](C)OC=1C=C2C(=NNC2=CC1)C1=CC2=C(OCCN2C(=O)OCCCN(C)C)N=C1)Cl 3-(dimethyl-amino)propyl 7-[5-[(1R)-1-(3,5-dichloro-4-pyridyl) ethoxy]-1H-indazol-3-yl]-2,3-dihydro-pyrido[2,3-b][1,4]oxazine-1-carboxylate